6-(1-((3,6-dimethyl-2,3-dihydrobenzofuran-5-yl)sulfonyl)piperidin-4-yl)-5-methyl-[1,2,4]triazolo[1,5-a]pyridine CC1COC2=C1C=C(C(=C2)C)S(=O)(=O)N2CCC(CC2)C=2C=CC=1N(C2C)N=CN1